1,2-di(undecanoyl)-sn-glycerol C(CCCCCCCCCC)(=O)OC[C@@H](OC(CCCCCCCCCC)=O)CO